C(C(=O)OC#CCC)(=O)OCCC mono-2-butynyl monopropyl oxalate